3-(3-bromo-5-fluoro-4-methoxyphenyl)-2,2-dimethyltetrahydrofuran BrC=1C=C(C=C(C1OC)F)C1C(OCC1)(C)C